1-(5-(3-(2,6-difluoro-3,5-dimethoxyphenyl)-2-oxo-1-(pyrimidin-4-yl)-1,2,3,4-tetrahydropyrido[4,3-d]pyrimidin-7-yl)pyridin-2-yl)cyclobutanecarbonitrile FC1=C(C(=C(C=C1OC)OC)F)N1C(N(C2=C(C1)C=NC(=C2)C=2C=CC(=NC2)C2(CCC2)C#N)C2=NC=NC=C2)=O